(S)-N-((2S,3R)-1-amino-3-hydroxy-1-oxobutan-2-yl)-1-((S)-pyrrolidine-2-carbonyl)pyrrolidine-2-carboxamide NC([C@H]([C@@H](C)O)NC(=O)[C@H]1N(CCC1)C(=O)[C@H]1NCCC1)=O